(3S,6S)-N-((4-carbamimidoylthiophen-2-yl)methyl)-1,1-difluoro-5-((4-phenoxy-benzoyl)glycyl)-5-azaspiro[2.4]heptane-6-carboxamide C(N)(=N)C=1C=C(SC1)CNC(=O)[C@H]1N(C[C@@]2(CC2(F)F)C1)C(CNC(C1=CC=C(C=C1)OC1=CC=CC=C1)=O)=O